thiophene-4-carboxylate S1C=CC(=C1)C(=O)[O-]